CC(CC(C)C)=NCCC[Si](OCC)(OCC)OCC N-(1,3-dimethylbutylidene)-3-triethoxysilyl-1-propaneamine